N-ethyl-2-[2-methyl-4-[1-tetrahydropyran-2-yl-3-(2-triisopropylsilylethynyl)indazol-5-yl]pyrazol-3-yl]oxy-propan-1-amine C(C)NCC(C)OC=1N(N=CC1C=1C=C2C(=NN(C2=CC1)C1OCCCC1)C#C[Si](C(C)C)(C(C)C)C(C)C)C